methyl 3-(3-chloro-5-methoxyphenyl)-4,5-dihydro-1H-benzo[g]indole-2-carboxylate ClC=1C=C(C=C(C1)OC)C1=C(NC=2C3=C(CCC12)C=CC=C3)C(=O)OC